(N-(3-chlorobenzyl)-2-(2,3-dioxoindolin-1-yl)acetamido)-N-methylbenzamide ClC=1C=C(CN(C(CN2C(C(C3=CC=CC=C23)=O)=O)=O)C2=C(C(=O)NC)C=CC=C2)C=CC1